C(C)(C)(C)OC(=O)NC(C(=O)O)(C)C 2-(t-butoxycarbonylamino)-2-methylpropanoic acid